2-[(1,2,2,6,6-pentamethylpiperidin-4-yl)amino][1,3]thiazolo[4,5-c]pyridin CN1C(CC(CC1(C)C)NC=1SC2=C(C=NC=C2)N1)(C)C